C(#N)C1=CC(=CC=C1)C 4-cyano-2-methylbenzene